1-(3-bromophenyl)-3,3-difluorocyclobutanecarbaldehyde BrC=1C=C(C=CC1)C1(CC(C1)(F)F)C=O